4-(2,3-dichlorophenyl)piperazine-1-carboxamide ClC1=C(C=CC=C1Cl)N1CCN(CC1)C(=O)N